COC(=O)[C@H]1N(C[C@@H](C1)NC(=O)OC(C)(C)C)C(=O)OC(C)(C)C (2s,4r)-4-(tert-butoxycarbonylamino)pyrrolidine-1,2-dicarboxylic acid 1-tert-butyl 2-methyl ester